NC[C@@H](C1=CC=CC=C1)N(C(OC(C)(C)C)=O)C (R)-tert-butyl (2-amino-1-phenylethyl)(methyl)carbamate